2-[2-bromo-5-ethyl-7-oxo-6-(piperazin-1-yl)-[1,2,4]triazolo[1,5-a]pyrimidin-4-yl]-N-[5-(trifluoromethyl)bicyclo[4.2.0]octa-1(6),2,4-trien-2-yl]acetamide BrC1=NN2C(N(C(=C(C2=O)N2CCNCC2)CC)CC(=O)NC=2C=3CCC3C(=CC2)C(F)(F)F)=N1